OC1=C(C(=CC(=C1)O)OCC1=NC=CC=C1)C(=O)N1CC2=C(C=CC=C2CC1)N[C@@H]1COCC1 (S)-(2,4-Dihydroxy-6-(pyridin-2-ylmethoxy)phenyl)(8-((tetrahydrofuran-3-yl)amino)-3,4-dihydroisoquinolin-2(1H)-yl)methanone